ClC=1C=C(C=CC1)C(C(C)O)NC(=O)C=1N=CN(C1)C1=NC(=NC=C1C)NC1CCOCC1 N-(1-(3-chlorophenyl)-2-hydroxypropyl)-1-(5-methyl-2-((tetrahydro-2H-pyran-4-yl)amino)pyrimidin-4-yl)-1H-imidazole-4-carboxamide